NC(C(=O)[O-])C.C(CCC)[N+](CCCC)(CCCC)CCCC tetrabutylammonium α-aminopropionate